CC=1C=C(C=CC1)N=NC1=CC(=CC=C1)C 3,3'-dimethyl-azobenzene